OC1=C(C(=O)NCCC2=CNC3=C(C=CC=C23)NC)C=CC(=C1)C 2-hydroxy-4-methyl-N-(2-(7-(methylamino)-1H-indol-3-yl)ethyl)benzamide